N1C=C(C2=CC=CC=C12)C1C(N(C2=C(S1)C=CC(=C2)C(=O)N)CC=2SC=CC2)=O (1H-indol-3-yl)-3-oxo-4-(thiophen-2-ylmethyl)-3,4-dihydro-2H-benzo[b][1,4]thiazine-6-carboxamide